(3-((5-(4-methoxy-6-methylpyrimidin-5-yl)pyridin-2-yl)methyl)-1,2,3-oxadiazol-3-ium-5-yl)((5-(trifluoromethyl)pyridin-3-yl)carbamoyl)amide COC1=NC=NC(=C1C=1C=CC(=NC1)C[N+]1=NOC(=C1)[N-]C(NC=1C=NC=C(C1)C(F)(F)F)=O)C